1-(4-((1-(5-(3,5-difluorophenyl)-4,5-dihydro-1H-pyrazole-1-carbonyl-5-d)azetidin-3-yl)oxy)-5-fluoropyridin-2-yl)-3,5-dimethyl-1H-pyrazole-4-carboxamide FC=1C=C(C=C(C1)F)C1(CC=NN1C(=O)N1CC(C1)OC1=CC(=NC=C1F)N1N=C(C(=C1C)C(=O)N)C)[2H]